ClC1=C(C=CC(=C1)[N+](=O)[O-])C=1CCN(CC1)C 4-(2-chloro-4-nitrophenyl)-1-methyl-1,2,3,6-tetrahydropyridine